CN(C(CC1=CC=CC=C1)=O)[C@@H]1[C@H](C[C@]2(CCCO2)CC1)N1CCCC1 N-methyl-2-phenyl-N-((5R,7S,8S)-7-(pyrrolidin-1-yl)-1-oxaspiro[4.5]decan-8-yl)acetamide